4-nitro-2-methoxy-N-(3-(trifluoromethoxy)phenyl)benzenesulfonamide [N+](=O)([O-])C1=CC(=C(C=C1)S(=O)(=O)NC1=CC(=CC=C1)OC(F)(F)F)OC